tert-butyl (3-methylbutyrate) CC(CC(=O)OC(C)(C)C)C